C(C)(=O)N1CCN(CC1)C1=CC=C(CN2C(C(=C(C2O)Cl)Cl)=O)C=C1 1-(4-(4-Acetylpiperazin-1-yl)benzyl)-3,4-dichloro-5-hydroxy-1,5-dihydro-2H-pyrrol-2-one